ethyl-cyclopentadienylketone C(C)C(=O)C1C=CC=C1